CC1=C(C(=O)N)C=CC(=C1)NC1=NC=C(C(=N1)NCC1=NC=CC=C1N(S(=O)(=O)C)C)C(F)(F)F 2-methyl-4-({4-[({3-[methyl(methylsulfonyl)amino]pyridin-2-yl}methyl)amino]-5-(trifluoromethyl)pyrimidin-2-yl}amino)benzamide